FC1=CC=C(C=C1)C1SCC(N1C1=C(C=C(C(=O)O)C=C1)C)=O 4-(2-(4-Fluorophenyl)-4-oxothiazolidin-3-yl)-3-methylbenzoic acid